(2R,3R)-1-[7-chloro-8-fluoro-2-(methylsulfanyl)pyrido[4,3-d]pyrimidin-5-yl]-2-methylpyrrolidin-3-ol ClC1=C(C=2N=C(N=CC2C(=N1)N1[C@@H]([C@@H](CC1)O)C)SC)F